BrC=1C=CC(=NC1)C(=COC)C 5-bromo-2-(1-methoxyprop-1-en-2-yl)pyridine